(3-(methylthio)quinolin-2-yl)boronic acid CSC=1C(=NC2=CC=CC=C2C1)B(O)O